lanthanum lithium boron [B].[Li].[La]